(S)-6-(1-amino-1,3-dihydrospiro[indene-2,4'-piperidin]-1'-yl)-3-(1-(m-tolyl)cyclopropyl)-1,5-dihydro-4H-pyrazolo[3,4-d]pyrimidin-4-one N[C@@H]1C2=CC=CC=C2CC12CCN(CC2)C=2NC(C1=C(N2)NN=C1C1(CC1)C=1C=C(C=CC1)C)=O